ONC(\C=C\C1=C(C=CC=C1)N1CCN(CC1)CC=1NC2=CC=CC=C2C1)=O (2E)-N-hydroxy-3-{2-[4-(1H-indol-2-ylmethyl)piperazin-1-yl]phenyl}prop-2-enamide